N-((S)-1-(((R)-1-((S)-6,7-dimethyl-4,9-dioxo-1,3,6,2-dioxazaboronan-2-yl)-3-methylbutyl)amino)-1-oxo-3-phenylpropan-2-yl)pyrazine-2-carboxamide CN1CC(OB(OC(C[C@@H]1C)=O)[C@H](CC(C)C)NC([C@H](CC1=CC=CC=C1)NC(=O)C1=NC=CN=C1)=O)=O